2-((4-Amino-3-(3-hydroxyphenyl)-1H-pyrazolo[3,4-d]pyrimidin-1-yl)methyl)-3-(2-fluorobenzyl)-5-(3-(2-(2-methoxyethoxy)ethoxy)prop-1-ynyl)quinazolin-4(3H)-one NC1=C2C(=NC=N1)N(N=C2C2=CC(=CC=C2)O)CC2=NC1=CC=CC(=C1C(N2CC2=C(C=CC=C2)F)=O)C#CCOCCOCCOC